CN1C=CC=2C1=CN=CC2C2=C(C=1CCCC1C=C2)N 5-(1-methyl-1H-pyrrolo[2,3-c]pyridin-4-yl)-2,3-dihydro-1H-inden-4-amine